2-(2-(2-methoxyethoxy)ethoxy)-4-(6-(piperidin-1-yl)naphthalen-2-yl)nicotinonitrile COCCOCCOC1=C(C#N)C(=CC=N1)C1=CC2=CC=C(C=C2C=C1)N1CCCCC1